FC1=C(C=CC(=C1)C(F)(F)F)C1(CC1)C(=O)NC=1C=CC(=C(C(=O)O)C1)N1N=C(C=C1)CC(F)(F)F 5-[({1-[2-Fluoro-4-(trifluoromethyl)phenyl]cyclopropyl}carbonyl)amino]-2-[3-(2,2,2-trifluoroethyl)-1H-pyrazol-1-yl]benzoic acid